C1OCC2(C3=CC=CC=C13)C(C2)C(=O)N spiro[cyclopropane-1,4'-isochroman]-2-carboxamide